N-(4-(4-(((2S,4R)-2-(2,4-Dichlorophenyl)-2-Methyl-1,3-Dioxolan-4-yl)Methoxy)Phenyl)Piperazin-1-yl)-2-((4-hydroxyphenyl)methylene)Hydrazinecarboxamide ClC1=C(C=CC(=C1)Cl)[C@]1(OC[C@H](O1)COC1=CC=C(C=C1)N1CCN(CC1)NC(=O)NN=CC1=CC=C(C=C1)O)C